(R)-N-(2-(4-bromophenyl)propyl)-2,2,2-trifluoroacetamide BrC1=CC=C(C=C1)[C@H](CNC(C(F)(F)F)=O)C